C(C)C1=CC=C(C=C1)N1N=CC(=C1)C=1C=C2C(=CNC2=CC1)NC(C(C)O)=O N-{5-[1-(4-ethylphenyl)-1H-pyrazol-4-yl]-1H-indol-3-yl}-2-hydroxypropanamide